CC([C@@H](C(=O)O)NC(C(F)(F)F)=O)(C)C (2S)-3,3-dimethyl-2-(2,2,2-trifluoroacetamido)butanoic acid